6-CYCLOPROPYL-2-FORMYLPYRIMIDINE C1(CC1)C1=CC=NC(=N1)C=O